methyl-2-isopropyl-1,2,4-triazole-3-carboxamide CC=1N=C(N(N1)C(C)C)C(=O)N